C1=C(C=CC=2C(C3=CC=CC=C3C(C12)=O)=O)CN1CCCN2CCCC12 5-(anthraquinone-2-yl-methyl)-1,5-diazabicyclo[4.3.0]nonane